ClC1=C(C(=O)O)C=CC(=C1)NC(=O)C=1N(C(=CN1)C1=C(C(=C(C=C1)OC)F)F)C 2-chloro-4-[[5-(2,3-difluoro-4-methoxyphenyl)-1-methyl-imidazole-2-carbonyl]amino]benzoic acid